3-methoxyhexahydropyridine COC1CNCCC1